8-(6-methoxypyridin-3-yl)-1-(4-(piperazin-1-yl)-3-(trifluoromethyl)phenyl)-5-(2-(piperazine-1-yl)ethyl)-1,5-dihydro-4H-[1,2,3]triazolo[4,5-c]quinolin-4-one COC1=CC=C(C=N1)C1=CC=2C3=C(C(N(C2C=C1)CCN1CCNCC1)=O)N=NN3C3=CC(=C(C=C3)N3CCNCC3)C(F)(F)F